2,5-bis(mercaptomethyl)-1,11-dimercapto-3,6,9-trithiaundecane SCC(CS)SCC(SCCSCCS)CS